((3aR,5r,6aS)-5',5'-dimethylhexahydro-1H-spiro[pentalene-2,2'-[1,3]dioxane]-5-yl)-N-methyl-7-tosyl-7H-pyrrolo[2,3-d]pyrimidin-4-amine CC1(COC2(OC1)C[C@@H]1CC(C[C@@H]1C2)C=2N=C(C1=C(N2)N(C=C1)S(=O)(=O)C1=CC=C(C)C=C1)NC)C